ClC=1C=C(C=NC1NCC1=C(C=CC=C1CN1CCCC1)F)S(=O)(=O)NC1=NC(=CC=C1)F 5-Chloro-6-((2-fluoro-6-(pyrrolidin-1-ylmethyl)benzyl)amino)-N-(6-fluoropyridin-2-yl)pyridine-3-sulfonamide